5-(trifluoromethyl)-1H-pyrazolo[4,3-b]pyridine-1-carboxylate FC(C1=CC=C2C(=N1)C=NN2C(=O)[O-])(F)F